2,3-diethylthioxanthone C(C)C1=CC=2C(C3=CC=CC=C3SC2C=C1CC)=O